[Si](C)(C)(C(C)(C)C)OC1=CC=C(C=C1)NC=1C=NN(C1CCCOC1OCCCC1)C N-(4-{[tert-butyl(dimethyl)silyl]oxy}phenyl)-1-methyl-5-[3-(tetrahydro-2H-pyran-2-yloxy)propyl]-1H-pyrazol-4-amine